(R)-3-(9H-fluoren-9-ylmethoxycarbonylamino)-3-phenyl-propionic acid lithium salt [Li+].C1=CC=CC=2C3=CC=CC=C3C(C12)COC(=O)N[C@H](CC(=O)[O-])C1=CC=CC=C1